OCC([C@H](C[C@@H]1C(NCC1)=O)NC(=O)[C@H]1N(C[C@H]2[C@@H]1CCC2)C(=O)C=2NC1=CC=CC=C1C2)=O (1S,3aR,6aS)-N-((S)-4-hydroxy-3-oxo-1-((R)-2-oxopyrrolidin-3-yl)butan-2-yl)-2-(1H-indole-2-carbonyl)octahydrocyclopenta[c]pyrrole-1-carboxamide